(RS)-α-2-naphthoxypropionanilide C1=C(C=CC2=CC=CC=C12)O[C@@H](C(=O)NC1=CC=CC=C1)C |r|